(2S,5R)-5-(allyloxyamino)-4-methyl-1,2,5,6-tetrahydropyridine-2-carboxamide C(C=C)ON[C@@H]1C(=C[C@H](NC1)C(=O)N)C